C(C)(C)(C)OC(=O)N1C2CC(C(C1)CC2)=O.OC=2C=CC(=NC2)N2CCN(CC2)C(=O)C2=CC(=C(C=C2)C)NC2=NC=CC(=N2)C=2C=NC=CC2 [4-(5-Hydroxypyridin-2-yl)-piperazin-1-yl]-[4-methyl-3-(4-pyridin-3-yl-pyrimidin-2-ylamino)phenyl]methanone Tert-butyl-5-oxo-2-azabicyclo[2.2.2]octane-2-carboxylate